[I-].C(C)NC1=C(N)C=CC(=C1)C1=CC=CC=2SC3=CC=CC=C3NC12 2-ethylamino-4-phenothiazinyl-aniline iodide salt